Triisononyl Citrate C(CC(O)(C(=O)OCCCCCCC(C)C)CC(=O)OCCCCCCC(C)C)(=O)OCCCCCCC(C)C